C(C)(C)(C)C1=C(C(=CC(=C1)C(C)(C)C)C(C)(C)C)O 2,4,6-tritertiary-butyl-phenol